C12CN(CC(N1)C2)C2(C=CC=1N(C2)N=C2C1C=NN2)OCC 6-(3,6-diazabicyclo[3.1.1]heptan-3-yl)-6-ethoxy-1H-pyrazolo[3',4':3,4]pyrazolo[1,5-a]pyridine